(E)-1-(3-(4-((2-chloro-4-fluorobenzyl)oxy)-3-methoxyphenyl)acrylamido)cyclohexane-1-carboxylic acid ClC1=C(COC2=C(C=C(C=C2)/C=C/C(=O)NC2(CCCCC2)C(=O)O)OC)C=CC(=C1)F